Methyl 3-(3-(4-(3-methoxyphenoxy)phenoxy)azetidin-1-yl)-2-(1H-pyrrol-1-yl)benzoate COC=1C=C(OC2=CC=C(OC3CN(C3)C=3C(=C(C(=O)OC)C=CC3)N3C=CC=C3)C=C2)C=CC1